4-[5-(3,5-dichlorophenyl)-4,5-dihydro-5-(trifluoromethyl)-3-isoxazolyl]-2-methyl-N-(trans-1-oxo-3-thiacyclobutaneyl)benzamide ClC=1C=C(C=C(C1)Cl)C1(CC(=NO1)C1=CC(=C(C(=O)NC2C(CS2)=O)C=C1)C)C(F)(F)F